4-bromo-1-(1-methylcyclopropyl)-1H-pyrazole BrC=1C=NN(C1)C1(CC1)C